methyl (2S)-2-amino-3-[(7R)-6-oxo-5-azaspiro[3.4]octan-7-yl]propanoate N[C@H](C(=O)OC)C[C@H]1C(NC2(CCC2)C1)=O